diethyl 4-[(3-tert-butoxy-3-oxopropyl)amino]-1-(oxan-2-yl)-1H-pyrazole-3,5-dicarboxylate C(C)(C)(C)OC(CCNC=1C(=NN(C1C(=O)OCC)C1OCCCC1)C(=O)OCC)=O